FC1=C(C(=O)N)C=C(C(=C1F)F)F 2,3,4,5-tetrafluorobenzamide